1-[3-(cyanomethyl)oxetan-3-yl]-N-(3,4-dichloro-1H-indol-7-yl)pyrazole-4-sulfonamide C(#N)CC1(COC1)N1N=CC(=C1)S(=O)(=O)NC=1C=CC(=C2C(=CNC12)Cl)Cl